amino-cyclobutyl-methanol NC(O)C1CCC1